Cl.C(C1=CC=CC=C1)OC=1C=C(C=CC1)NN (3-(benzyloxy)phenyl)hydrazine hydrochloride